5-ethylsulfonyl-3-methyl-6-[3-methyl-6-(trifluoromethyl)imidazo[4,5-b]pyridin-2-yl]-1H-benzimidazol-2-one C(C)S(=O)(=O)C1=CC2=C(NC(N2C)=O)C=C1C1=NC=2C(=NC=C(C2)C(F)(F)F)N1C